1-[7-(2,8-Dimethylimidazo[1,2-b]pyridazin-6-yl)-5-fluorocinnolin-3-yl]-N,N-dimethylpiperidin-4-amine CC=1N=C2N(N=C(C=C2C)C2=CC(=C3C=C(N=NC3=C2)N2CCC(CC2)N(C)C)F)C1